N-methylmorpholine hydrochloride Salt Cl.CN1CCOCC1